2-(4,4-difluoroazepan-1-yl)-4-methyl-5-(trifluoromethyl)nicotinic acid FC1(CCN(CCC1)C1=C(C(=O)O)C(=C(C=N1)C(F)(F)F)C)F